C(C)N1CC2N(CC1)CCNC2 2-ethyloctahydro-2H-pyrazino[1,2-a]pyrazin